perfluorohexylmethyl (ethyl) ether C(C)OC(C(C(C(C(C(C(F)(F)F)(F)F)(F)F)(F)F)(F)F)(F)F)(F)F